C(C)(C)(C)OC(=O)N1C(OC[C@H]1C(C)F)(C)C (4S)-4-(1-fluoroethyl)-2,2-dimethyl-oxazolidine-3-carboxylic acid tert-butyl ester